BrC1=CC(=CC=2N(C(N(C21)C)=O)N2C(CCCC2=O)=O)C (4-bromo-3,6-dimethyl-2-oxo-benzoimidazol-1-yl)piperidine-2,6-dione